C(C)(C)(C)OC(=O)N[C@H](C(=O)OC)CO[Si](C)(C)C(C)(C)C (S)-methyl 2-((tert-butoxycarbonyl) amino)-3-((tert-butyldimethylsilyl)oxy)propanoate